FC1=C(OC2=NC=C(C=N2)CN2C(OC[C@@H]2C)=O)C=CC(=C1)C (4S)-3-{[2-(2-fluoro-4-methylphenoxy)pyrimidin-5-yl]methyl}-4-methyl-1,3-oxazolidin-2-one